FC=1C=C(C=CC1)[C@H]1CCC2=NNC(N21)=O (R)-5-(3-fluorophenyl)-2,5,6,7-tetrahydro-3H-pyrrolo[2,1-c][1,2,4]triazol-3-one